O1C2=C(N(CC1)NC(=O)C=1C=NC3=C(C(=C(C=C3C1N1CCOCC1)F)F)C1=C(C(=CC(=C1)F)F)F)C=CC=C2 N-(2,3-dihydro-4H-benzo[b][1,4]oxazin-4-yl)-6,7-difluoro-4-morpholino-8-(2,3,5-trifluorophenyl)quinoline-3-carboxamide